6-nitro-2H-1,3-benzodioxole-5-carbaldehyde [N+](=O)([O-])C=1C(=CC2=C(OCO2)C1)C=O